3-(3-(4-(((3,5-difluorophenyl)amino)methyl)benzyl)isoxazol-5-yl)pyridin-2-amine FC=1C=C(C=C(C1)F)NCC1=CC=C(CC2=NOC(=C2)C=2C(=NC=CC2)N)C=C1